4-(3-iodo-8-(2-(3-methylbenzylidene)hydrazinyl)imidazo[1,2-b]pyridazin-6-yl)morpholine IC1=CN=C2N1N=C(C=C2NN=CC2=CC(=CC=C2)C)N2CCOCC2